N-(4-methyl-3-pyridin-2-ylphenyl)-3,5-dihydro-2H-1,4-benzoxazepine-4-carboxamide CC1=C(C=C(C=C1)NC(=O)N1CCOC2=C(C1)C=CC=C2)C2=NC=CC=C2